ethyl 3-(1-adamantyl)-3-oxopropionate C12(CC3CC(CC(C1)C3)C2)C(CC(=O)OCC)=O